1-bromo-5-chloro-4-isobutyl-2-methoxybenzene BrC1=C(C=C(C(=C1)Cl)CC(C)C)OC